acryloyloxyhexadecyldihydrogenphosphate C(C=C)(=O)OCCCCCCCCCCCCCCCCOP(=O)(O)O